4-benzoyl-5-methyl-2'-deoxycytidin-3'-yl-[3,4,5-Tris(octadecyloxy)benzyl]succinate C(C1=CC=CC=C1)(=O)C1(NC(N([C@H]2C[C@](O)([C@@H](CO)O2)C(C(=O)[O-])(CC(=O)[O-])CC2=CC(=C(C(=C2)OCCCCCCCCCCCCCCCCCC)OCCCCCCCCCCCCCCCCCC)OCCCCCCCCCCCCCCCCCC)C=C1C)=O)N